((1-vinylcyclobutyl)amino)-1,4-dihydropyridine-2,5-dicarboxamide C(=C)C1(CCC1)NN1C(=CCC(=C1)C(=O)N)C(=O)N